N(=[N+]=[N-])CCCCC1(CC1)NC1=C(C(=O)N(C)C)C=CC=C1[N+](=O)[O-] 2-((1-(4-azidobutyl)cyclopropyl)amino)-N,N-dimethyl-3-nitrobenzamide